1-(1-isocyanatopropane-1-sulfonyl)-4-methylbenzene N(=C=O)C(CC)S(=O)(=O)C1=CC=C(C=C1)C